3-fluoro-2-methyl-benzaldehyde FC=1C(=C(C=O)C=CC1)C